BrC1=C2C=CN(C2=CC=C1)C1C(NC(CC1)=O)=O 3-(4-bromo-1H-indol-1-yl)piperidine-2,6-dione